5-[4-(3-methoxyphenyl)-1,2,3-triazol-1-yl]-1-oxo-3H-isoindol-2-ylpiperidine-2,6-dione COC=1C=C(C=CC1)C=1N=NN(C1)C=1C=C2CN(C(C2=CC1)=O)N1C(CCCC1=O)=O